(R)-2-(1-((4'-(1,1,1,3,3,3-hexafluoro-2-hydroxypropan-2-yl)-2-methyl-[1,1'-biphenyl]-4-yl)methyl)-4-(pyridin-4-ylmethyl)piperazin-2-yl)-N-isopropylacetamide FC(C(C(F)(F)F)(O)C1=CC=C(C=C1)C1=C(C=C(C=C1)CN1[C@@H](CN(CC1)CC1=CC=NC=C1)CC(=O)NC(C)C)C)(F)F